N1(CCCCC1)C(=O)C1NC(CNC(CNC(C2NC(CNC(CNC(C(NC(CNC(CNC(CNC(CNC(C1)=O)=O)=O)=O)=O)CCCCCC2)=O)=O)=O)=O)=O)=O 10-(piperidine-1-carbonyl)-3,6,9,13,16,19,22,25,28,31,34-undecazabicyclo[24.8.6]tetracontane-2,5,8,12,15,18,21,24,27,30,33-undecone